BrC=1C=C2C(=CNC2=CC1)C(C[N+](=O)[O-])C1=C(C=CC=C1)Cl 5-bromo-3-(1-(2-chlorophenyl)-2-nitroethyl)-1H-indole